dicyan ammonium salt [NH4+].N#CC#N